(R)-N-(3-(5-fluoro-2-((6-propionamidopyridin-3-yl)amino)pyrimidin-4-yl)-1H-indol-7-yl)-3-methoxy-2-(4-methylpiperazin-1-yl)propanamide FC=1C(=NC(=NC1)NC=1C=NC(=CC1)NC(CC)=O)C1=CNC2=C(C=CC=C12)NC([C@@H](COC)N1CCN(CC1)C)=O